FC1=CC(=C(S1)C1=CC=C(C(=N1)C)O[C@@H]1C[C@H](CCC1)C(=O)O)CNC(=O)O[C@H](C)C1=CC=CC=C1 (1S,3S)-3-((6-(5-fluoro-3-(((((R)-1-phenylethoxy)carbonyl)amino)methyl)thiophen-2-yl)-2-methylpyridin-3-yl)oxy)cyclohexane-1-carboxylic acid